C1(CCCC1)N1C(C=C(C2=C1N=C(N=C2)NC2=CC(=CC=C2)N(C2CC(C2)CS(=O)(=O)C)C)C#C)=O 8-cyclopentyl-5-ethynyl-2-((3-(methyl((1s,3s)-3-((methylsulfonyl)methyl)cyclobutyl)amino)phenyl)amino)pyrido[2,3-d]pyrimidin-7(8H)-one